C12C(C3CC(CC(C1)C3)C2)NC(CC2=CC(=CC=C2)CC(C)NCC(C2=CC(=C(C=C2)O)CO)O)=O N-Adamantan-2-yl-2-(3-{2-[2-hydroxy-2-(4-hydroxy-3-hydroxymethylphenyl)-ethylamino]-propyl}-phenyl)-acetamide